ethyl 7-chloro-6-fluoro-4-oxo-1,4-dihydroquinoline-3-carboxylate ClC1=C(C=C2C(C(=CNC2=C1)C(=O)OCC)=O)F